C(C)OCC(=O)[O-] 2-ethoxyacetate